OCCNC(OCN1C(CCC2=CC=C(C=C12)CCN1CCN(CC1)C1=CC(=CC=2SC=CC21)F)=O)=O (7-(2-(4-(6-fluorobenzo[b]thiophen-4-yl)piperazin-1-yl)ethyl)-2-oxo-3,4-dihydroquinolin-1(2H)-yl)methyl (2-hydroxyethyl)carbamate